Methyl 8-bromoimidazo[1,2-a]pyrazine-6-carboxylate BrC=1C=2N(C=C(N1)C(=O)OC)C=CN2